COC(CCCC(=O)N1CCN(CC1)C1=NC(=NC(=N1)C=1C=NC(=C(C1)C(F)(F)F)N)N1CCOCC1)=O 5-(4-(4-(6-amino-5-(trifluoromethyl)pyridine-3-yl)-6-morpholino-1,3,5-triazin-2-yl)piperazine-1-yl)-5-oxopentanoic acid methyl ester